FC1=C(C=CC=C1)CN1N=C(N=C1)C(=O)N[C@@H]1C(N(C=2N(CC1)N=C(C2)CCN2CCOCC2)C)=O 1-[(2-Fluorophenyl)methyl]-N-[(6S)-4-methyl-2-(2-morpholinoethyl)-5-oxo-7,8-dihydro-6H-pyrazolo[1,5-a][1,3]diazepin-6-yl]-1,2,4-triazol-3-carboxamid